The molecule is a 1-alkylglycerone 3-phosphate(2-) obtained by deprotonation of the phosphate OH groups of 1-O-(9Z,12Z,15Z)-octadecatrienylglycerone 3-phosphate; major species at pH 7.3. It is a conjugate base of a 1-(9Z,12Z,15Z)-octadecatrienylglycerone 3-phosphate. CC/C=C\\C/C=C\\C/C=C\\CCCCCCCCOCC(=O)COP(=O)([O-])[O-]